COC1CCN(CC1)CC=1C=NC=2N(C1)N=CC2C=2C=NC(=CC2)C(F)(F)F 6-((4-Methoxypiperidin-1-yl)methyl)-3-(6-(trifluoromethyl)pyridin-3-yl)pyrazolo[1,5-a]pyrimidine